1-hexadecadienoic acid C(C=CC=CCCCCCCCCCCC)(=O)O